ClC1=CC(=C(C=C1)C1=NC(=CC=2N=C(N(C(C21)=O)CC)C)N2C[C@H](OCC2)C2=NOC(=N2)C)F 5-(4-chloro-2-fluorophenyl)-3-ethyl-2-methyl-7-((2S)-2-(5-methyl-1,2,4-oxadiazol-3-yl)-4-morpholinyl)pyrido[4,3-d]pyrimidin-4(3H)-one